(2S)-1-[4-chloro-1-(2-trimethylsilylethoxymethyl)imidazol-2-yl]-2-methoxy-propan-1-one ClC=1N=C(N(C1)COCC[Si](C)(C)C)C([C@H](C)OC)=O